FC1=C(C=CC=C1)CCN1C(C2=CC=C(C=C2CC1)C1=COC=C1)=O 2-(2-fluorophenylethyl)-6-(furan-3-yl)-3,4-dihydro-isoquinolin-1(2H)-one